cholest-7,24-dien-3beta-ol CC(C)=CCC[C@@H](C)[C@H]1CC[C@H]2C3=CCC4C[C@H](CC[C@]4(C)[C@H]3CC[C@]12C)O